[N+](=O)([O-])C1N=CC2(C3=CC=CC=C13)CC2 nitro-1'H-spiro[cyclopropane-1,4'-isoquinoline]